1,2-dicyclohexyl-1,2-ethylene glycol C1(CCCCC1)C(C(C1CCCCC1)O)O